C1CC1CCC(C2=CC(=CC=C2)NC(=O)C3=CC(=NN3C4=CC=CC(=C4)CN)C(F)(F)F)(C5=CN=CC=C5)O (+)-1-(3-(aminomethyl)phenyl)-N-(3-(3-cyclopropyl-1-hydroxy-1-(pyridin-3-yl)propyl)phenyl)-3-(trifluoromethyl)-1H-pyrazole-5-carboxamide